C1(CCCCC1)OC1=C(C(=CC=C1)OC1CCCCC1)N1C=NC=C1 1-(2,6-dicyclohexyloxyphenyl)-imidazole